(E)-1-(2-(tert-butoxycarbonyl)aminomethyl-3-fluoroallyl)-1H-pyrrole-3-carboxylic acid C(C)(C)(C)OC(=O)NC/C(/CN1C=C(C=C1)C(=O)O)=C\F